4-(4-fluorobenzyl)-8,8-dimethyl-2-((methylsulfonyl)methyl)-7,8-dihydro-6H-pyrrolo[2,3-e][1,2,4]triazolo[1,5-a]pyridine FC1=CC=C(CC=2C=3N(C4=C(C2)NCC4(C)C)N=C(N3)CS(=O)(=O)C)C=C1